glycine benzyl ester TFA salt OC(=O)C(F)(F)F.C(C1=CC=CC=C1)OC(CN)=O